(S)-methyl 3-(4-bromophenyl)-2-((tert-butoxycarbonyl)amino)propanoate BrC1=CC=C(C=C1)C[C@@H](C(=O)OC)NC(=O)OC(C)(C)C